(1-(3-chlorophenyl)cyclopropyl)(4-fluorophenyl)methyl (1-((4-(cyclopropylamino)-3,4-dioxo-1-(2-oxopyrrolidin-3-yl)butan-2-yl)amino)-4-methyl-1-oxopentan-2-yl)carbamate C1(CC1)NC(C(C(CC1C(NCC1)=O)NC(C(CC(C)C)NC(OC(C1=CC=C(C=C1)F)C1(CC1)C1=CC(=CC=C1)Cl)=O)=O)=O)=O